CC(C(=O)OC)(C)C1CCN(CC1)CC1=NC=C(C=C1)NC1=NC(=CC=C1[N+](=O)[O-])C1=CC=CC=C1 methyl 2-methyl-2-(1-((5-((3-nitro-6-phenylpyridin-2-yl)amino)pyridin-2-yl)methyl)piperidin-4-yl)propanoate